C(C)(C)(C)OC(=O)N1CCN(CC1)CC(=O)O 2-(4-(tert-butoxycarbonyl)piperazine-1-yl)acetic acid